Ethyl 3-(4-fluoro-1H-pyrazol-1-yl)-2-{[(1,2,3,5,6,7-hexahydro-s-indacen-4-yl)-carbamoyl]oxy}propanoate FC=1C=NN(C1)CC(C(=O)OCC)OC(NC1=C2CCCC2=CC=2CCCC12)=O